4-Chloro-7-(2-C-methyl-β-D-ribofuranosyl)-7H-pyrrolo[2,3-d]pyrimidine C[C@]1([C@@H]([C@H](O[C@H]1N2C=CC3=C2N=CN=C3Cl)CO)O)O